[Si](C)(C)(C(C)(C)C)OCCCCCCNC(=O)C1=C[C@H]([C@H]([C@@H](C1)OCCC(=O)OC(C)(C)C)OCCC(=O)OC(C)(C)C)OCCC(=O)OC(C)(C)C tri-tert-butyl 3,3',3''-(((1R,2S,3R)-5-((6-((tert-butyldimethylsilyl)oxy)hexyl)carbamoyl)cyclohex-4-ene-1,2,3-triyl)tris(oxy))tripropionate